NC1=C(C(=NN1C(C)C)C=1C=NC(=CC1)CC(=O)NC1=CC(=NO1)C1=C(C(=C(C=C1)Cl)F)Cl)C(=O)N 5-Amino-3-[6-[2-[[3-(2,4-dichloro-3-fluoro-phenyl)isoxazol-5-yl]amino]-2-oxo-ethyl]-3-pyridyl]-1-isopropyl-pyrazole-4-carboxamide